4-(phenylsulfonyl)-1,1'-biphenyl C1(=CC=CC=C1)S(=O)(=O)C1=CC=C(C=C1)C1=CC=CC=C1